CN(C)CCOC(C=C)=O acrylic acid di-Methylaminoethyl Ester